CN1N=CC(=C1)C1=CN2C(S1)=C(C=N2)C(=O)OCC ethyl 2-(1-methyl-1H-pyrazol-4-yl)pyrazolo[5,1-b]thiazole-7-carboxylate